P(=O)(OC[C@@H]1N([C@H](C2=CC=CC(=C2C1)C(C)(C)O)C)C(CC1=C2C(=NN(C2=CC=C1Cl)C)Cl)=O)([O-])[O-].[Ca+2] calcium [(1S,3R)-2-[2-(3,5-dichloro-1-methyl-indazol-4-yl)acetyl]-5-(1-hydroxy-1-methyl-ethyl)-1-methyl-3,4-dihydro-1H-isoquinolin-3-yl]methyl phosphate